3-methylbutane-1-sulfonic acid CC(CCS(=O)(=O)O)C